7-(2-chloro-6-(pyridazin-4-yl)phenyl)-3-(isoquinolin-4-yl)quinazoline-2,4(1H,3H)-dione ClC1=C(C(=CC=C1)C1=CN=NC=C1)C1=CC=C2C(N(C(NC2=C1)=O)C1=CN=CC2=CC=CC=C12)=O